C(C)(C)(C)N(C(O)=O)C1=NC=CC(=C1)C=1C=C2C(=NNC2=C(C1)C1=CC=C(C=C1)CCN1CCOCC1)N.CC1=C(C(=O)NOC2OCCCC2)C=CC=C1 methyl-N-((tetrahydro-2H-pyran-2-yl)oxy)benzamide tert-butyl-(4-(3-amino-7-(4-(2-morpholinoethyl)phenyl)-1H-indazol-5-yl)pyridin-2-yl)carbamate